CS(=O)(=O)OC=1C=C(C=CC1C)NC(=O)NC1=CC(=C(C=C1)C)OS(=O)(=O)C N,N'-di-[3-(methanesulfonyloxy)-4-methyl-phenyl]urea